1-(tert-butyl)-4-(6-methoxy-4-(4,4,5,5-tetramethyl-1,3,2-dioxaborolan-2-yl)pyridin-2-yl)piperazine C(C)(C)(C)N1CCN(CC1)C1=NC(=CC(=C1)B1OC(C(O1)(C)C)(C)C)OC